((5-bromo-2-methyl-1,2,3,4-tetrahydroisoquinolin-7-yl)amino)-5-phenylamino-1,2,4-triazine-6-carboxamide BrC1=C2CCN(CC2=CC(=C1)NC=1N=NC(=C(N1)NC1=CC=CC=C1)C(=O)N)C